[Na].[Na].C(CCCCCCCCCCCCCCCCC)C(C(=O)N)CC(=O)O octadecyl-succinic acid amide disodium